ClC1=CC2=C(O[C@@H](CN(S2(=O)=O)CC=2C=C(C=C3CCCC23)C(CC(=O)OCC)C2=C(C3=C(N(N=N3)C)C=C2)C)CC)N=C1 ethyl 3-(7-{[(4R)-8-chloro-4-ethyl-1,1-dioxido-3,4-dihydro-2H-pyrido[2,3-b][1,4,5]oxathiazepin-2-yl]methyl}-2,3-dihydro-1H-inden-5-yl)-3-(1,4-dimethyl-1H-benzotriazol-5-yl)propanoate